FC(C(=O)O)(F)F.ClC=1C=CC2=C(N=C(O2)N2CCC(CC2)CNC(=O)C2CCNCC2)C1 N-[[1-(5-Chloro-1,3-benzoxazol-2-yl)-4-piperidyl]methyl]piperidine-4-carboxamide 2,2,2-trifluoroacetic acid salt